CC1(OCC=CC1)C1=CC=CC=C1 METHYL-2-PHENYL-3,6-DIHYDRO-2H-PYRAN